CC1C(C12CCOCC2)C(=O)O 2-methyl-6-oxaspiro[2.5]octane-1-carboxylic acid